N-[4-(2-carbamimidamidoethyl)phenyl]-5-(1-carbamimidoyl-1,2,3,6-tetrahydropyridin-4-yl)furan-2-carboxamide trifluoroacetate FC(C(=O)O)(F)F.N(C(=N)N)CCC1=CC=C(C=C1)NC(=O)C=1OC(=CC1)C=1CCN(CC1)C(N)=N